ONC(/C=C/C1=C(C=CC=C1)NC(=O)C=1NC2=CC=CC=C2C1)=O (E)-N-(2-(3-(hydroxyamino)-3-oxoprop-1-en-1-yl)phenyl)-1H-indole-2-carboxamide